Tert-butyl (S)-4-(2-(4-(2-acetyl-5-chlorophenyl)-3-isopropoxy-6-oxopyridazin-1(6H)-yl)-3-phenylpropanamido)benzoate C(C)(=O)C1=C(C=C(C=C1)Cl)C=1C(=NN(C(C1)=O)[C@H](C(=O)NC1=CC=C(C(=O)OC(C)(C)C)C=C1)CC1=CC=CC=C1)OC(C)C